ClC12CC(C1)(C2)NC(C(N2CC([C@@H]([C@@]21CC(CC1)(F)F)O)(F)F)=O)=O N-(3-chlorobicyclo[1.1.1]pentan-1-yl)-2-oxo-2-((4R,5R)-3,3,7,7-tetrafluoro-4-hydroxy-1-azaspiro[4.4]nonan-1-yl)acetamide